C(N)(=O)CNC(OC(C)(C)C)=O tert-butyl N-(carbamoylmethyl)carbamate